C(C)(=O)[O-].COC(CC)[N+]1=C(NC=C1)CCCSC 1-methoxypropyl-3-methylthiopropyl-imidazolium acetate